The molecule is a nucleoside analogue obtained by formal dehydration across positions 2 and 3 of thymidine. An inhibitor of HIV-1 reverse transcriptase It has a role as an antimetabolite, an EC 2.7.7.49 (RNA-directed DNA polymerase) inhibitor and an antiviral agent. It is an organic molecular entity, a nucleoside analogue and a dihydrofuran. It derives from a thymine. CC1=CN(C(=O)NC1=O)[C@H]2C=C[C@H](O2)CO